C1(=CC=CC=C1)CC(=O)OC(=C)C isopropenyl phenylacetate